N1CCC=C1 dihydroazole